4-bromo-3-butenylbenzene BrC1=C(C=CC=C1)C=CCC